C(C)(C)(C)OC(=O)N1CCN(CC1)C1=CC(=C(C=C1)NC(C1=CC=C(C=C1)Br)=O)C 4-[4-(4-bromo-benzoylamino)-3-methyl-phenyl]-piperazine-1-carboxylic acid tert-butyl ester